2,7-dimethylthieno[3,2-d]pyrimidin-4-amine dihydrochloride Cl.Cl.CC=1N=C(C2=C(N1)C(=CS2)C)N